COC1=C(C=CC(=C1)F)C1=NN2C(N=CC(=C2)C(=O)C2=C(C=CC(=C2)[N+](=O)[O-])O)=C1 (2-(2-methoxy-4-fluorophenyl)pyrazolo[1,5-a]pyrimidin-6-yl)(2-hydroxy-5-nitrophenyl)methanone